C(C1=CC=CC=C1)OC1=CC(=C(CC2=CC=C3C(=N2)C(=CN3S(=O)(=O)CC3=CC=CC=C3)C(C)C)C(=C1)C)C 5-(4-(benzyloxy)-2,6-dimethylbenzyl)-3-isopropyl-1-toluenesulfonyl-1H-pyrrolo[3,2-b]pyridine